O=C1NC(CCC1N1C(N(C2=C1C=CC(=C2)C2CC(C2)CCCC(=O)O)C)=O)=O 4-[3-[1-(2,6-dioxopiperidin-3-yl)-3-methyl-2-oxo-1,3-benzodiazol-5-yl]cyclobutyl]butanoic acid